(2,2,2-trifluoroethyl) (2,2,3,3,3-pentafluoro-n-propyl) ether FC(COCC(F)(F)F)(C(F)(F)F)F